Methyl-2-(3-(3-chloro-2-fluorophenoxy)-6-methylpyridazine-4-carbonyl)-1-(2,4-dimethylbenzyl)hydrazine-1-carboxylate COC(=O)N(NC(=O)C1=C(N=NC(=C1)C)OC1=C(C(=CC=C1)Cl)F)CC1=C(C=C(C=C1)C)C